OC(C)(C1=NN=C(O1)NC(=O)C1=NC=NC(=C1)C1=CC(=C(C=C1)Cl)Cl)C 6-(3,4-Dichloro-phenyl)-pyrimidine-4-carboxylic acid [5-(1-hydroxyl-methyl-ethyl)-[1,3,4]oxadiazol-2-yl]-amide